Bis(octyl)sulfosuccinic acid sodium salt [Na+].C(CCCCCCC)C(C(C(=O)[O-])S(=O)(=O)[O-])(C(=O)[O-])CCCCCCCC.[Na+].[Na+]